IC=1C=CC(=C(C#N)C1)OC1=C(C=CC=C1)C 5-iodo-2-(2-methylphenoxy)benzonitrile